ClC1=CC2=C(NC(=N2)N2N=CC=C2)C=C1Cl 1-(5,6-Dichloro-1H-benzoimidazol-2-yl)-1H-pyrazole